3-(3-(((1-Cyclohexyl-1H-tetrazol-5-yl)methyl)(methyl)amino)-1,2,4-oxadiazol-5-yl)-2,5,6-trifluorophenol C1(CCCCC1)N1N=NN=C1CN(C1=NOC(=N1)C=1C(=C(C(=C(C1)F)F)O)F)C